C1=NC=CC2=CC=NC=C12 7-azaisoquinoline